C1C(=NC2=C(N1)N=C(NC2=O)N)[C@@H]([C@H](COP(=O)([O-])OP(=O)([O-])OP(=O)([O-])[O-])O)O The molecule is the organophosphate oxoanion that is the tetraanion of 7,8-dihydromonapterin 3-triphosphate; the major species at pH 7.3. It is a conjugate base of a 7,8-dihydromonapterin 3-triphosphate.